6-[2-[[4-[5-(difluoromethyl)-1,3,4-oxadiazol-2-yl]-3-fluorophenyl]methyl]tetrazol-5-yl]quinolin-3-amine FC(C1=NN=C(O1)C1=C(C=C(C=C1)CN1N=C(N=N1)C=1C=C2C=C(C=NC2=CC1)N)F)F